N,N'-di(beta-hydroxyethyl)hexanediamide OCCNC(CCCCC(=O)NCCO)=O